titanium tetra(n-nonyloxy)titanium C(CCCCCCCC)O[Ti](OCCCCCCCCC)(OCCCCCCCCC)OCCCCCCCCC.[Ti]